(3S,4S)-8-(6-amino-5-((4-chloro-1H-indazol-5-yl)thio)pyrazin-2-yl)-3-methyl-2-oxa-8-azaspiro[4.5]decan-4-amine trifluoroacetate salt FC(C(=O)O)(F)F.NC1=C(N=CC(=N1)N1CCC2([C@@H]([C@@H](OC2)C)N)CC1)SC=1C(=C2C=NNC2=CC1)Cl